ClC1=CC2=C(N=N1)N(C=C2)CCN2C(CCC2)=O 1-(2-{3-Chloro-7H-pyrrolo[2,3-c]pyridazin-7-yl}ethyl)pyrrolidin-2-one